[3-(1-piperidylsulfonyl)phenyl]boronic acid N1(CCCCC1)S(=O)(=O)C=1C=C(C=CC1)B(O)O